C(C)N1CCN(CC1)C1=C(CNC(C2=CC(=CC=C2)NC=2N=NC(=CC2)C2=CC=CC=C2)=O)C=CC(=C1)F N-(2-(4-ethylpiperazin-1-yl)-4-fluorobenzyl)-3-((6-phenylpyridazin-3-yl)amino)benzamide